4,4'-(2-methylpropylene)bisphenol tert-Butyl-4-benzyl-3-(((4-ethoxy-2-methyl-4-oxobutan-2-yl)amino)methyl)piperazine-1-carboxylate C(C)(C)(C)C1N(CCN(C1CNC(C)(CC(=O)OCC)C)CC1=CC=CC=C1)C(=O)OC1=CC=C(C=C1)C(CC1=CC=C(C=C1)O)(C)C